N(N)C=1NC2=CC=CC=C2C(N1)=O 2-hydrazinoquinazolin-4(1H)-one